P(=O)(OC1=CC=C(C=C1)C)([O-])[O-] p-toluyl phosphate